Cl.CC(C)S(=O)(=O)C1=CC=C(C=C1)C=1C=C2C(=NC1)NC=C2C(=O)O 5-[4-(propane-2-sulfonyl)phenyl]-1H-pyrrolo[2,3-b]pyridine-3-carboxylic acid hydrochloride